2-[[8-(6-amino-5-chloro-3-pyridyl)-3-oxo-1H-benzo[e]isoindol-2-yl]methyl]prop-2-enamide NC1=C(C=C(C=N1)C=1C=CC2=C(C=3CN(C(C3C=C2)=O)CC(C(=O)N)=C)C1)Cl